bis[4-(triisopropoxysilyl)phenyl]ethylene C(C)(C)O[Si](C1=CC=C(C=C1)C=CC1=CC=C(C=C1)[Si](OC(C)C)(OC(C)C)OC(C)C)(OC(C)C)OC(C)C